trans-N-(4-(2-Cyclopropyloxazol-4-yl)pyridine-2-yl)-4-(2-((3-hydroxypropyl)amino)-2-oxoethyl)-N-((trans-4-(5-methoxy-6-methylpyridin-2-yl)cyclohexyl)methyl)cyclohexanecarboxamide C1(CC1)C=1OC=C(N1)C1=CC(=NC=C1)N(C(=O)[C@@H]1CC[C@H](CC1)CC(=O)NCCCO)C[C@@H]1CC[C@H](CC1)C1=NC(=C(C=C1)OC)C